5-(2-Fluoro-6-methylphenyl)-3-(2-methyl-1,2,3,4-tetrahydroisochinolin-7-yl)-1H-pyrazolo[4,3-c]pyridazin-6(5H)-on FC1=C(C(=CC=C1)C)N1N=C2C(=CC1=O)NN=C2C2=CC=C1CCN(CC1=C2)C